C(CC=C)N(S(=O)(=O)C[C@H]1C[C@H](C1)NC([O-])=O)C ((cis)-3-((N-(but-3-en-1-yl)-N-methylsulfamoyl)methyl)cyclobutyl)carbamate